C(C)OC(CC1(CCN(CC1)C1CC2CCC(C1)N2C(=O)OCC)C[N+](=O)[O-])=O ethyl (3-endo)-3-[4-(2-ethoxy-2-oxoethyl)-4-(nitromethyl)piperidin-1-yl]-8-azabicyclo[3.2.1]octane-8-carboxylate